BrCC(C(CCCC#C)(C)C=1C=C(C=CC1)/C=C/C(=O)OCC)=O ethyl (E)-3-(3-(1-bromo-3-methyl-2-oxooct-7-yn-3-yl)phenyl)acrylate